FC=1C=C(C=CC1)[C@H]1CCC2=C1N=C(N=C2NC)NC21CC(C2)(C1)N1C=NC(=C1)C |r| racemic-7-(3-fluorophenyl)-N4-methyl-N2-[3-(4-methylimidazol-1-yl)-1-bicyclo[1.1.1]pentanyl]-6,7-dihydro-5H-cyclopenta[d]pyrimidine-2,4-diamine